FC1(CNCC=C1C1=CC2=C(N(C(N2C)=O)C2C(NC(CC2)=O)=O)C=C1)F 3-[5-(3,3-Difluoro-2,6-dihydro-1H-pyridin-4-yl)-3-methyl-2-oxo-benzimidazol-1-yl]piperidine-2,6-dione